Cl.N[C@H](C)C=1C=CC(=C(C1)C(CO)(F)F)F |r| (R/S)-2-(5-(1-aminoethyl)-2-fluorophenyl)-2,2-difluoroethane-1-ol hydrochloride